O.[Na+].[Na+].[Na+].[Na+].C(CN(CC(=O)[O-])CC(=O)[O-])N(CC(=O)[O-])CC(=O)[O-] ethylenediaminetetraacetic acid tetrasodium salt hydrate